C(C)(C)OCC(O)C=1C=C2C(=NC1)NN=C2 2-isopropoxy-1-(1H-pyrazolo[3,4-b]pyridin-5-yl)ethanol